C1(=CC=CC=C1)C1CN(CC1)C(=O)C1=C(C=C(C=C1)NC(=O)C1CC1)N1CCCC1 N-[4-(3-phenylpyrrolidine-1-carbonyl)-3-pyrrolidin-1-ylphenyl]cyclopropanecarboxamide